3-(oxetan-3-yl)-3,9-diazaspiro[5.5]undecane O1CC(C1)N1CCC2(CC1)CCNCC2